N-t-butoxycarboxyglycine C(C)(C)(C)ON(CC(=O)O)C(=O)O